Cl.Cl.C(C)[C@@]1(OC2=C(CNC1)N=C(C=C2)O)C (S)-2-ethyl-2-methyl-2,3,4,5-tetrahydropyrido[2,3-f][1,4]oxazepin-7-ol, dihydrochloride